ClC=1C(=C(C(=CC1)N1N=NN=C1)C=CC(=O)N1C(C2=CC=CC(=C2CC1)N(C(COC)=O)C)C(=O)N(C)C1=CC=C(C(=O)O)C=C1)F 4-(2-(3-(3-chloro-2-fluoro-6-(1H-tetrazol-1-yl)phenyl)acryloyl)-5-(2-(methoxy)-N-methylacetamido)-N-methyl-1,2,3,4-tetrahydroisoquinoline-1-carboxamido)benzoic acid